CC1=C(C(=CC(=C1)C=CC)OC)O METHYL-ISOEUGENOL